(2S)-2-[tert-butoxycarbonyl-(ethyl)amino]propanoic acid C(C)(C)(C)OC(=O)N([C@H](C(=O)O)C)CC